2-chloro-5-methylisonicotinic acid ClC=1C=C(C(=O)O)C(=CN1)C